CC=1NC(=C(C(C1C(=O)O)C(=O)O)C(=O)O)C 2,6-dimethyl-1,4-dihydropyridine-3,4,5-tricarboxylic acid